(2S)-1-(2-(5-isopropyl-2,4-dioxo-3-(2,2,2-trifluoroethyl)imidazolidine-1-yl)-5,6-dihydrobenzo[f]imidazo[1,2-d][1,4]oxazepin-9-yl)pyrrolidine-2-carboxamide C(C)(C)C1C(N(C(N1C=1N=C2N(CCOC3=C2C=CC(=C3)N3[C@@H](CCC3)C(=O)N)C1)=O)CC(F)(F)F)=O